C(C1=CC=CC=C1)O[C@@H]1[C@H](C(O[C@@H]([C@@H]1OCC1=CC=CC=C1)COCC1=CC=CC=C1)O[C@H](C(=O)OC)CC(=O)OC)[N+](=O)[O-] dimethyl (2S)-2-(((3R,4R,5R,6R)-4,5-bis(benzyloxy)-6-((benzyloxy)methyl)-3-nitrotetrahydro-2H-pyran-2-yl)oxy)succinate